FC(C(=O)O)(F)F.C12CNCCC2(C1)C=1C2=CN(N=C2C(=CC1)C(=O)NC=1C=C(C=2N(C1)C=C(N2)C)F)CC 4-{3-azabicyclo[4.1.0]heptan-6-yl}-2-ethyl-N-{8-fluoro-2-methylimidazo[1,2-a]pyridin-6-yl}indazole-7-carboxamide 2,2,2-trifluoroacetate